C1(=CC=CC=C1)[C@]1(CNCC1)NS(=O)(=O)C1=CC=C(C=C1)OC(F)(F)F (R)-N-(3-phenylpyrrolidin-3-yl)-4-(trifluoromethoxy)benzenesulfonamide